NC1=CC(=C(OC=2C=C3CCN(CC3=CC2)CC2=CC=C(C=C2)OC(F)(F)F)C(=C1)Cl)Cl 6-(4-Amino-2,6-dichlorophenoxy)-2-(4-(trifluoromethoxy)benzyl)-3,4-dihydroisoquinoline